OC1=CC=C2C(CC(OC2=C1CC=C)C1=CC=C(C=C1)O)=O 7,4'-dihydroxy-8-allylflavanone